2-(8-bromo-1-oxo-2-isoquinolinyl)acetic acid ethyl ester C(C)OC(CN1C(C2=C(C=CC=C2C=C1)Br)=O)=O